2'-(3,5-Difluorophenyl)-6,7-difluoro-5'-methoxyspiro[indoline-3,1'-isoindoline]-2,3'-dione FC=1C=C(C=C(C1)F)N1C2(C3=CC=C(C=C3C1=O)OC)C(NC1=C(C(=CC=C12)F)F)=O